1-[6-(trifluoromethyl)pyrazin-2-yl]ethanone FC(C1=CN=CC(=N1)C(C)=O)(F)F